COC(\C=C\C(=O)C(NCC1=CC=CC=C1)=O)=O (2E)-4-(benzylcarbamoyl)-4-oxobut-2-enoic acid methyl ester